4-((6-chloropyrazin-2-yl)oxy)-1-methylazepane ClC1=CN=CC(=N1)OC1CCN(CCC1)C